ClC=1SC=C(C1N1C(N(C2=NC(=NC=C2C1)NC1=C(C=C(C=C1)C1CCN(CC1)C)OC)CCOC)=O)CF 3-(2-chloro-4-(fluoromethyl)thiophen-3-yl)-7-(2-methoxy-4-(1-methylpiperidin-4-yl)phenylamino)-1-(2-methoxyethyl)-3,4-dihydropyrimido[4,5-d]pyrimidin-2(1H)-one